2-acryloxy-n-butylthio-5-n-hexylthio-1,3,4-thiadiazole C(C=C)(=O)OC(CSC=1SC(=NN1)SCCCCCC)CC